2-METHYLBENZOFURAN CC=1OC2=C(C1)C=CC=C2